rac-benzyl ((2S,3R,4R)-1-acetyl-2,3-dimethyl-6-morpholino-1,2,3,4-tetrahydroquinolin-4-yl)carbamate C(C)(=O)N1[C@H]([C@@H]([C@H](C2=CC(=CC=C12)N1CCOCC1)NC(OCC1=CC=CC=C1)=O)C)C |r|